(5-(((5-chlorothiophen-2-yl)methyl)amino)-3-(tetrahydrofuran-2-yl)-1H-pyrazol-1-yl)(2-methoxyphenyl)methanone ClC1=CC=C(S1)CNC1=CC(=NN1C(=O)C1=C(C=CC=C1)OC)C1OCCC1